C(C)(C)(C)C1(C(O)C(=CC(=C1)O)C(C)(C)C)CO 2,6-di-t-butylhydroquinonemethanol